C([C@@H]1[C@H]([C@@H]([C@H]([C@@H](O1)O[C@@H]2[C@H](O[C@@H]([C@@H]([C@H]2O)O[C@@H]3[C@@H]([C@H]([C@@H]([C@H](O3)CO)O)O)O)O)CO)O)O)O)O The molecule is a glucotriose that is alpha-D-glucopyranose in which the hydroxy groups at positions 2 and 4 have been converted to the corresponding alpha-D-glucopyranosyl and beta-D-glucopyranosyl derivatives, respectively. It derives from an alpha-D-Glcp-(1->2)-alpha-D-Glcp and an alpha-cellobiose.